N-[2-({4-[4-(3-bromo-4-fluorophenyl)-5-oxo-4,5-dihydro-1,2,4-oxadiazol-3-yl]-1,2,5-oxadiazol-3-yl}amino)ethyl]sulphonamide BrC=1C=C(C=CC1F)N1C(=NOC1=O)C=1C(=NON1)NCCNS(=O)=O